1-((R)-3-hydroxypyrrolidin-1-yl)ethan-1-one O[C@H]1CN(CC1)C(C)=O